tert-butyl N-[3-(2-bromo-4-chloro-6-nitro-anilino)propyl]-N-methyl-carbamate BrC1=C(NCCCN(C(OC(C)(C)C)=O)C)C(=CC(=C1)Cl)[N+](=O)[O-]